NCC#CC1=CC=C(C=C1)N[C@@H]1C[C@@H](N(C2=CC=C(C=C12)Br)C(C)=O)C 1-((2S,4R)-4-((4-(3-aminoprop-1-yn-1-yl)phenyl)amino)-6-bromo-2-methyl-3,4-dihydroquinolin-1(2H)-yl)ethan-1-one